5-(5-cyclopropyl-3-(3-(3,6-dichloro-1H-pyrazolo[3,4-d]pyrimidin-1-yl)-2-fluoropropoxy)-4-nitro-1H-pyrazol-1-yl)-2,4-dimethyloxazole C1(CC1)C1=C(C(=NN1C1=C(N=C(O1)C)C)OCC(CN1N=C(C=2C1=NC(=NC2)Cl)Cl)F)[N+](=O)[O-]